CC1CN(C1)C(CN1N=CC2=NC=C(C=C21)C2=CC(=CC=C2)C(F)(F)F)=O 1-(3-Methylazetidin-1-yl)-2-[6-[3-(trifluoromethyl)phenyl]pyrazolo[4,3-b]pyridin-1-yl]ethanone